Ethyl-{[(E)-{2-chloro-5-[4-(1,1-difluoroethyl)-3-methyl-2,6-dioxo-3,6-dihydropyrimidin-1(2H)-yl]-4-fluorobenzyliden}amino]oxy}acetat C(C)OC(CO/N=C/C1=C(C=C(C(=C1)N1C(N(C(=CC1=O)C(C)(F)F)C)=O)F)Cl)=O